FC1=C2C=CC(=CC2=CC=C1F)O 5,6-Difluoronaphthalene-2-ol